ClC=1C=C(C#N)C=CC1S(=O)(=O)N1C[C@@]([C@H](C1)S(=O)(=O)C1=CC=C(C=C1)Cl)(CO)O 3-chloro-4-(((3S,4S)-4-((4-chlorophenyl)sulfonyl)-3-hydroxy-3-(hydroxymethyl)pyrrolidin-1-yl)sulfonyl)benzonitrile